5-(2-pyridyl)-N-(2,4,5-trifluorophenyl)-1H-pyrrole-3-sulfonamide N1=C(C=CC=C1)C1=CC(=CN1)S(=O)(=O)NC1=C(C=C(C(=C1)F)F)F